rac-(3R,4R)-4-{[5-(2,4-difluoro-phenyl)-isoxazole-3-carbonyl]-amino}-3-methyl-piperidine-3-carboxylic acid dimethylamide CN(C(=O)[C@@]1(CNCC[C@H]1NC(=O)C1=NOC(=C1)C1=C(C=C(C=C1)F)F)C)C |r|